CC=1N=C(SC1C(=O)OC(C)(C)C)N(C(=O)N1CC(C1)NC(C1=CC(=CC=C1)C1=NOC(=N1)C)=O)C tert-Butyl 4-methyl-2-[methyl-[3-[[3-(5-methyl-1,2,4-oxadiazol-3-yl)benzoyl]amino]azetidine-1-carbonyl]amino]thiazole-5-carboxylate